P(=O)(O)(O)O.CN1C(CCC1)=O N-methyl-pyrrolidone hydrogen phosphate